COC(=O)C1=CC2=C(N(C(=N2)S(=O)CC2=NC=C(C(=C2C)OC)C)CCC2=CCCCC2)C=C1 1-(2-(cyclohex-1-en-1-yl)ethyl)-2-(((4-methoxy-3,5-dimethylpyridin-2-yl)methyl)sulfinyl)-1H-benzo[d]imidazole-5-carboxylic acid methyl ester